1-[(S)-3-(o-hydroxyphenyl)-5-methyl-6,7,8,9-tetrahydro-5H-1,2,6,9-tetraazafluoren-6-yl]-4-(1-azepanyl)-2-buten-1-one OC1=C(C=CC=C1)C=1N=NC=2NC=3CCN([C@H](C3C2C1)C)C(C=CCN1CCCCCC1)=O